BrC1=CC=C(C(=N1)NC(=O)[C@H]1N(CC(C1)C)C(=O)OC(C)(C)C)C Tert-butyl (2S,5R)-2-((6-bromo-3-methylpyridin-2-yl)carbamoyl)-4-methylpyrrolidine-1-carboxylate